1-(benzothien-2-yl)ethan-1-one oxime S1C(=CC2=C1C=CC=C2)C(C)=NO